C(C)(=O)[O-].C(CCC)[NH+]1CCCC1 N-butylpyrrolidinium acetate